diisooctyl cyclohexane-1,4-dicarboxylate C1(CCC(CC1)C(=O)OCCCCCC(C)C)C(=O)OCCCCCC(C)C